OC1(C(N(CC1)C)=O)C1=CC(=NO1)C1=CC=C(O1)C1=CC=CC(=N1)C(=O)N 6-(5-(5-(3-hydroxy-1-methyl-2-oxopyrrolidin-3-yl)isoxazol-3-yl)furan-2-yl)picolinamide